1-((S)-3-((4-((3-chloro-4-(((R)-tetrahydro-2H-pyran-2-yl)methoxy)phenyl)amino)pyrido[3,2-d]pyrimidin-6-yl)oxy)pyrrolidin-1-yl)prop-2-en-1-one ClC=1C=C(C=CC1OC[C@@H]1OCCCC1)NC=1C2=C(N=CN1)C=CC(=N2)O[C@@H]2CN(CC2)C(C=C)=O